2-bromo-5-methoxy-1-phenyl-1H-benzo[d]imidazole BrC1=NC2=C(N1C1=CC=CC=C1)C=CC(=C2)OC